COC(C1=C(N=CC(=C1)I)Cl)=O 2-chloro-5-iodonicotinic acid methyl ester